3-{5-[(3S)-3-isopropyl-4-[3-(methylamino)propyl]piperazin-1-yl]-3-methyl-2-oxo-1,3-benzodiazol-1-yl}piperidine-2,6-dione C(C)(C)[C@H]1CN(CCN1CCCNC)C1=CC2=C(N(C(N2C)=O)C2C(NC(CC2)=O)=O)C=C1